[N+](=O)([O-])C1=C(C=CC=C1)CC1=CC=CC=C1 o-nitrobenzyl-benzene